C1(CCCCC1)N([SiH2]N([SiH3])[SiH3])C(C)C N-cyclohexyl-N-iso-propyl-N',N'-disilyl-silanediamine